4-((2-(azetidin-1-ylmethyl)benzyl)amino)-2-fluoro-N-(thiazol-4-yl)-5-vinylbenzenesulfonamide formate C(=O)O.N1(CCC1)CC1=C(CNC2=CC(=C(C=C2C=C)S(=O)(=O)NC=2N=CSC2)F)C=CC=C1